(8-chloro-4-methyl-3-octen-1-yl)benzenethioglycolic acid ClCCCCC(=CCCC1=C(C=CC=C1)C(C(=O)O)S)C